The molecule is a 1,12-diol compound having double bonds in the 2-, 4-, 6-, 8-, and 10-positions. It is a diol and an apo carotenoid. C/C(=C\\C=C\\C=C(\\C=C\\CO)/C)/C=C/CO